FC1=C(C=CC(=C1)S(N)(=O)=O)C1=NN2C(O[C@@H](CC2)C)=C1C(=O)OCC Ethyl (5R)-2-(2-fluoro-4-sulfamoylphenyl)-5-methyl-6,7-dihydro-5H-pyrazolo[5,1-b][1,3]oxazine-3-carboxylate